BrC1=C(C=C(OC2(CC2)C(=O)O)C=C1)COC1CC2=CC=CC=C2C1 1-{4-bromo-3-[(2,3-dihydro-1H-inden-2-yloxy)methyl]phenoxy}cyclopropane-1-carboxylic acid